ClC1=C(C(=NC(=N1)C)N[C@H](C)C1=C(C(=CC=C1)C(F)F)F)N (R)-6-chloro-N4-(1-(3-(difluoromethyl)-2-fluorophenyl)ethyl)-2-methylpyrimidine-4,5-diamine